BrC1=C(N(N=C1)C)C=1C(=NN(C1)CC)C(F)(F)F 4-bromo-1'-ethyl-2-methyl-3'-(trifluoromethyl)-1'H,2H-3,4'-bipyrazole